O[C@H]1[C@H]2[C@@H]3CC[C@H]([C@@H](CCCC(CO)C)C)[C@]3(CC[C@@H]2[C@]2(CCC(C=C2C1)=O)C)C 7α,26-Dihydroxycholest-4-en-3-one